CC1=C(C=C(C=C1)C)C1=CC(=CC=C1)[C@H](CC(=O)OCC)NC(=O)NC=1C(N(C=C(C1O)C)C)=O Ethyl (S)-3-(2',5'-Dimethylbiphenyl-3-yl)-3-(3-(4-hydroxy-1,5-dimethyl-2-oxo-1,2-dihydropyridin-3-yl)ureido)propanoat